N(=C=O)C(C)(C)C1=CC=C(C=C1)C(C)(C)N=C=O 1,4-bis(2-isocyanatoprop-2-yl)benzene